C(OC1=C(C=C(C=N1)C1=CC=C2C(=NNC2=C1)C(=O)NC)C(N[C@H](C)C1=C(C=CC=C1)OC(F)(F)F)=O)([2H])([2H])[2H] |r| (+/-)-6-(6-methoxy-d3-5-((1-(2-(trifluoromethoxy)phenyl)ethyl)carbamoyl)pyridin-3-yl)-N-methyl-1H-indazole-3-carboxamide